(4-(2,2-difluorocyclopropyl)-6-methoxypyrimidin-5-yl)boronic acid FC1(C(C1)C1=NC=NC(=C1B(O)O)OC)F